N-(4-(3-(diethylamino)propoxy)phenyl)-4-(3-phenylisooxazolidin-2-yl)pyrimidin-2-amine hydrochloride Cl.C(C)N(CCCOC1=CC=C(C=C1)NC1=NC=CC(=N1)N1OCCC1C1=CC=CC=C1)CC